Cl.NCCNC(C1=CC(=CC=C1)F)=O N-(2-aminoethyl)-3-fluorobenzamide hydrochloride